Acetic acid (+-)-1,5-dimethyl-1-vinyl-4-hexenyl ester C[C@@](CCC=C(C)C)(C=C)OC(C)=O |r|